palladium(II) triphenylphosphine C1(=CC=CC=C1)P(C1=CC=CC=C1)C1=CC=CC=C1.[Pd+2]